C(C)C1=C(C(C(O1)C)=O)O 5-ethyl-4-hydroxy-2-methyl-furan-3-one